FC(C1=CC(=NC=C1)N1N=CC(=C1)S(=O)(=O)NC=1C(=CC=C2C=NN(C12)C)OC)F 1-(4-(DIFLUOROMETHYL)PYRIDIN-2-YL)-N-(6-METHOXY-1-METHYL-1H-INDAZOL-7-YL)-1H-PYRAZOLE-4-SULFONAMIDE